C(=O)C1=CC=C(C(=O)N(CCN2CCC(CC2)OC(NC2=C(C=CC=C2)C2=CC=CC=C2)=O)C)C=C1 biphenyl-2-ylcarbamic acid 1-(2-[(4-formylbenzoyl)methylamino]ethyl)piperidin-4-yl ester